trans-N-methoxy-N,2-dimethyl-cyclopropanecarboxamide CON(C(=O)[C@H]1[C@@H](C1)C)C